CC1=CN(C2=NC=C(C=C21)NC(C=C)=O)C2=NC(=NC=C2C)NC2=NN(C=C2)C2COC2 N-[3-methyl-1-[5-methyl-2-[[1-(oxetan-3-yl)pyrazol-3-yl]amino]-pyrimidin-4-yl]pyrrolo[2,3-b]pyridin-5-yl]prop-2-enamide